FC=1C=C(C=C(C1CO)F)NC([C@H](CCCNC(=O)N)NC([O-])=O)=O (S)-(1-((3,5-difluoro-4-(hydroxymethyl)phenyl)amino)-1-oxo-5-ureidopentan-2-yl)carbamate